C(C)(C)(C)OC(=O)N1CCN(CC1)C1=NC=C(C(=N1)OC)C(=O)O 2-(4-(tert-butoxycarbonyl)piperazin-1-yl)-4-methoxypyrimidine-5-carboxylic acid